BrC1=CC=CC(=N1)OCC=1SC(=NN1)OC 2-(((6-bromopyridin-2-yl)oxy)methyl)-5-methoxy-1,3,4-thiadiazole